FC(C1=CC=C(C=C1)C=1SC2=C(N1)CC[C@@]1([C@H]3CC[C@]4([C@H]([C@@H]3CCC12)CCC4=O)C)C)(F)F (5aR,5bS,7aS,10aS,10bR)-2-(4-trifluoromethylphenyl)-5a,7a-dimethyl-4,5,5a,5b,6,7,7a,9,10,10a,10b,11,12,12a-tetradecahydro-8H-cyclopenta[7,8]phenanthro[2,1-d]thiazol-8-one